4-(3-phenylpyrrolidin-1-yl)aniline C1(=CC=CC=C1)C1CN(CC1)C1=CC=C(N)C=C1